(R)-6-chloro-3-((1-(6-chloro-3-methyl-2-(1-methylcyclopropyl)-4-oxo-3,4-dihydropyrido[3,4-d]pyrimidin-8-yl)ethyl)amino)picolinic acid ClC1=CC=C(C(=N1)C(=O)O)N[C@H](C)C1=NC(=CC2=C1N=C(N(C2=O)C)C2(CC2)C)Cl